N-{2-[6-chloro-3-fluoro-2-(4-fluorophenyl)pyridin-4-yl]Propan-2-yl}acetamide ClC1=CC(=C(C(=N1)C1=CC=C(C=C1)F)F)C(C)(C)NC(C)=O